NC1=CC=C(C=N1)/C=C/C(=O)NCC=1OC2=C(C1)C=C(C=C2C2=CC=C(C=C2)F)C2=CC=C(C=C2)S(=O)(=O)C (E)-3-(6-amino-pyridin-3-yl)-N-((7-(4-fluoro-phenyl)-5-(4-(methyl-sulfonyl)phenyl)benzo-furan-2-yl)methyl)acrylamide